2-Cyclopropyl-N-[(1S)-3-(3-endo-{[2-(4-fluorophenyl)acetyl]amino}-8-azabicyclo[3.2.1]oct-8-yl)-1-phenylpropyl]acetamide C1(CC1)CC(=O)N[C@@H](CCN1C2CC(CC1CC2)NC(CC2=CC=C(C=C2)F)=O)C2=CC=CC=C2